FC=1C(=CC(=NC1)C1=C(C=NN1C)C(=O)N1CCOCC1)OC1CN(C1)C=O (3-((5-fluoro-2-(1-methyl-4-(morpholine-4-carbonyl)-1H-pyrazol-5-yl)pyridin-4-yl)oxy)azetidin-1-yl)methanone